C(CCCCC)OP(=O)(OCCCCCC)OCCCCCC.SCCCOCC(COCCCS)OCCCS 1,2,3-tris(3-mercaptopropoxy)propane Trihexyl-phosphate